FC=1C(=CC=2C3=C(N(C(C2C1)=O)C)COC[C@@H]3N(C(=O)NC3=CC(=C(C=C3)F)Cl)C)F (R)-1-(8,9-difluoro-5-methyl-6-oxo-1,4,5,6-tetrahydro-2H-pyrano[3,4-c]isoquinolin-1-yl)-3-(3-chloro-4-fluorophenyl)-1-methylurea